OC(=O)C(F)(F)F.NCCN1C(C=CC1=O)=O N-(2-aminoethyl)maleimide-TFA salt